(+-)-2-ETHYL-5-METHYL-2-INDANMETHANOL C(C)[C@]1(CC2=CC=C(C=C2C1)C)CO |r|